O=C1N(C(CC1)=O)OC(CC1=CC=C(C=C1)OC(CCCCCCC\C=C/CCCCCC)=O)=O.C(C)(C)(C)C1=CC=2N(N=C1OC1=NC=C(C(=O)N)C=C1)C(=NN2)C2=NOC(=C2)C 6-((7-(tert-butyl)-3-(5-methylisoxazol-3-yl)-[1,2,4]triazolo[4,3-b]pyridazin-6-yl)oxy)nicotinamide [4-[2-(2,5-dioxopyrrolidin-1-yl)oxy-2-oxo-ethyl]phenyl](Z)-hexadec-9-enoate